(3S,4R,5R)-4-[(tert-butyldimethylsilyl)oxy]-5-{[(tert-butyldimethylsilyl)oxy]methyl}-3-chloro-3-fluorooxolan-2-ol [Si](C)(C)(C(C)(C)C)O[C@H]1[C@](C(O[C@@H]1CO[Si](C)(C)C(C)(C)C)O)(F)Cl